C1(=CC=CC=C1)[SiH2]OC(C)C phenyl-[(propan-2-yl)oxy]silane